C(#N)C1=CC=C(C=C1)C=1NC2=CC=CC=C2C1/C=C/C(=O)OCCCC Butyl (E)-3-[2-(4-cyanophenyl)-1H-indol-3-yl]prop-2-enoate